NC1=NC=C(C2=C1C(=NN2C)C2=CC(=C(C=C2)NS(=O)(=O)C(F)F)O[C@@H](C)C2=CC=C(C=C2)F)C=2C=NN(C2)C2CCN(C1(CC1)C2)C N-(4-(4-amino-1-methyl-7-(1-(4-methyl-4-azaspiro[2.5]octan-7-yl)-1H-pyrazol-4-yl)-1H-pyrazolo[4,3-c]pyridin-3-yl)-2-((S)-1-(4-fluorophenyl)ethoxy)phenyl)-1,1-difluoromethanesulfonamide